CC(=C)C1=C(C=C(C=C1I)I)I α-methyl-2,4,6-triiodostyrene